5-Amino-3-[4-([[3-(2,2-dimethylpropyl)-1,2-oxazol-5-yl]carbamoyl]methyl)phenyl]-1-(1-methoxy-2-methylpropan-2-yl)pyrazole-4-carboxamide NC1=C(C(=NN1C(COC)(C)C)C1=CC=C(C=C1)CC(NC1=CC(=NO1)CC(C)(C)C)=O)C(=O)N